N-(4-((2-(1,1-difluoroethyl)-6-methylpyrimidin-4-yl)amino)-5-((3-methoxy-1-methyl-1H-pyrazol-4-yl)methoxy)pyridin-2-yl)acetamide FC(C)(F)C1=NC(=CC(=N1)NC1=CC(=NC=C1OCC=1C(=NN(C1)C)OC)NC(C)=O)C